ethyl 1-(4-methoxybenzyl)-5-(4-(pyrimidin-5-yl) phenoxy)-1H-1,2,3-triazole-4-carboxylate COC1=CC=C(CN2N=NC(=C2OC2=CC=C(C=C2)C=2C=NC=NC2)C(=O)OCC)C=C1